OC1=C(C2=CC=CC=C2C=C1)C(=O)[O-].[Fr+] Francium hydroxynaphthoate